methyl 6-(5-(bis(4-methoxybenzyl)amino)-3-methyl-2-(trifluoromethyl)phenyl)-4-oxotetrahydro-2H-pyran-3-carboxylate COC1=CC=C(CN(C=2C=C(C(=C(C2)C2CC(C(CO2)C(=O)OC)=O)C(F)(F)F)C)CC2=CC=C(C=C2)OC)C=C1